OC1CCC(CC1)N(CCCCCCCC(=O)N(CCCCCCCCC=C)CCCCCCCCC=C)CCCCCCCC(=O)N(CCCCCCCCC=C)CCCCCCCCC=C 8,8'-(((1S,4S)-4-hydroxycyclohex-yl)azanediyl)bis-(N,N-di(dec-9-en-1-yl)octanamide)